FC1=C(C(=O)N[C@@H](C(=O)N2CCC3(CC2)C(CN(C(C3)=O)C)C3=CC=CC=C3)C3CN(C3)C)C=C(C=C1)C(F)(F)F 2-fluoro-N-((1R)-2-(9-methyl-10-oxo-7-phenyl-3,9-diazaspiro[5.5]undecan-3-yl)-1-(1-methylazetidin-3-yl)-2-oxoethyl)-5-(trifluoromethyl)benzamide